C(C(=C)C)(=O)OCCC[Si](OC)(OC)OC gamma-(methacryloyloxy)propyltrimethyloxysilane